methyl-E-dioxaborol CC=1BOOC1